2-isobutyl-6-methoxypyrazine C(C(C)C)C1=NC(=CN=C1)OC